2',2''-dimethyl-3''-(4,4,5,5-tetramethyl-1,3,2-dioxaborolan-2-yl)-[1,1':3',1''-terphenyl]-4-carbaldehyde CC1=C(C=CC=C1C1=C(C(=CC=C1)B1OC(C(O1)(C)C)(C)C)C)C1=CC=C(C=C1)C=O